ClC1=C(C=C2C=C(N=CC2=C1)NC(=O)C1CC1)[C@H]1[C@H](CN(CC1)C1(COC1)C)F N-(7-chloro-6-((3R,4S)-3-fluoro-1-(3-methyloxetan-3-yl)piperidin-4-yl)isoquinolin-3-yl)cyclopropanecarboxamide